7-((1R,3S)-3-(2-fluoro-6-methylphenyl)cyclopentyl)-3-methyl-5-((3-(trifluoromethyl)pyrazin-2-yl)methyl)pyrido[2,3-b]pyrazin-6(5H)-one FC1=C(C(=CC=C1)C)[C@@H]1C[C@@H](CC1)C1=CC=2C(=NC(=CN2)C)N(C1=O)CC1=NC=CN=C1C(F)(F)F